tert-butyl (1R,5S)-3-(7-chloro-2-((7-ethyl-2,3-dihydro-1H-pyrrolizin-7a(5H)-yl)methoxy)-8-fluoropyrido[4,3-d]pyrimidin-4-yl)-3,8-diazabicyclo[3.2.1]octane-8-carboxylate ClC1=C(C=2N=C(N=C(C2C=N1)N1C[C@H]2CC[C@@H](C1)N2C(=O)OC(C)(C)C)OCC21C(=CCN1CCC2)CC)F